ClS(=O)(=O)C1=CC=C(C=C1)CC[Si](OC)(OC)OC 2-(4-chlorosulfonyl-phenyl)-ethyltrimethoxysilane